2-Chloro-6-(5-methylthiophen-2-ylmethylamino)-9-(tetrahydrofuran-2-yl)purin ClC1=NC(=C2N=CN(C2=N1)C1OCCC1)NCC=1SC(=CC1)C